3-mercaptopropyl (dioxobutyrate) O=C(C(C(=O)OCCCS)=O)C